BrC=1C=C2C(=NC1)NC(N2C)=O 6-bromo-1-methyl-3H-imidazo[4,5-b]pyridin-2-one